C(=C)C=1SC2=C(C1NC(OC(C)(C)C)=O)CCCC2 tert-butyl N-(2-ethenyl-4,5,6,7-tetrahydro-1-benzothiophen-3-yl)carbamate